(3-((5-fluoro-2-((4-(2-methoxyethoxy)phenyl)amino)pyrimidin-4-yl)amino)phenyl)glutaramide FC=1C(=NC(=NC1)NC1=CC=C(C=C1)OCCOC)NC=1C=C(C=CC1)C(C(=O)N)CCC(=O)N